CC=1C=C(C=CC1C)C=1NC(C=2N(C1)N=C(C2C(C)C)C(=O)N[C@H](C(C)(C)O)C2=CC=C(C=C2)F)=O 6-(3,4-Dimethylphenyl)-N-[(1S)-1-(4-fluorophenyl)-2-hydroxy-2-methylpropyl]-4-oxo-3-(propan-2-yl)-4,5-dihydropyrazolo[1,5-a]pyrazine-2-carboxamide